(S)-3-Ethyl-5-(8-ethynyl-6-(2-fluorophenyl)-4-methyl-4H-benzo[f]imidazo[1,5-a][1,4]diazepin-3-yl)-1,2,4-oxadiazole C(C)C1=NOC(=N1)C=1N=CN2C1[C@@H](N=C(C1=C2C=CC(=C1)C#C)C1=C(C=CC=C1)F)C